S1C(=CC=C1)C(C(=O)[O-])O Thiolglycolate